3-(5-(3-(4-(6-(6-((R)-2-(3-fluorophenyl)pyrrolidin-1-yl)imidazo[1,2-b]pyridazin-3-yl)pyridin-2-yl)piperazin-1-yl)prop-1-yn-1-yl)-1H-benzo[d]imidazol-1-yl)piperidine-2,6-dione FC=1C=C(C=CC1)[C@@H]1N(CCC1)C=1C=CC=2N(N1)C(=CN2)C2=CC=CC(=N2)N2CCN(CC2)CC#CC2=CC1=C(N(C=N1)C1C(NC(CC1)=O)=O)C=C2